(S)-1-(4-fluorobenzyl)-N-(5-methyl-4-oxo-7-(7-oxa-2-azaspiro[3.5]non-2-yl)-2,3,4,5-tetrahydrobenzo[b][1,4]oxazepin-3-yl)-1H-1,2,4-triazole-3-carboxamide FC1=CC=C(CN2N=C(N=C2)C(=O)N[C@@H]2C(N(C3=C(OC2)C=CC(=C3)N3CC2(C3)CCOCC2)C)=O)C=C1